FC1CC(C1)(C1=NC=CC=C1F)CNC1=NC=C(C=N1)C1=NC=CC(=C1)C(=O)NC {2-[2-({[3-fluoro-1-(3-fluoro(2-pyridyl))cyclobutyl]methyl}amino)pyrimidin-5-yl](4-pyridyl)}-N-methylcarboxamide